C(C)N(C(C(C(C(C(C(C(C(F)(F)F)(F)F)(F)F)(F)F)(F)F)(F)F)(F)F)=O)CCO N-ethyl-N-hydroxyethyl-perfluoro-octanamide